tert-butyl ((4-(4-(4-chloro-7,7-dimethyl-5-oxo-5,7-dihydroindolo[1,2-a]quinazolin-10-yl)piperidin-1-yl)cyclohexyl)methyl)carbamate ClC=1C=2C(N=C3N(C2C=CC1)C1=CC(=CC=C1C3(C)C)C3CCN(CC3)C3CCC(CC3)CNC(OC(C)(C)C)=O)=O